(S)-6-(1-amino-1,3-dihydrospiro[indene-2,4'-piperidin]-1'-yl)-3-(1-(3-hydroxyphenyl)cyclopropyl)-1,5-dihydro-4H-pyrazolo[3,4-d]pyrimidin-4-one N[C@@H]1C2=CC=CC=C2CC12CCN(CC2)C=2NC(C1=C(N2)NN=C1C1(CC1)C1=CC(=CC=C1)O)=O